Cl.FC1=C(C=CC(=N1)C#N)O[C@@H]1[C@H](NC1)C 6-fluoro-5-{[(2R,3S)-2-methylazetidin-3-yl]oxy}pyridine-2-carbonitrile hydrochloride